(+/-)-tert-butyl trans-4-hydroxy-3-methylpiperidine-1-carboxylate O[C@H]1[C@@H](CN(CC1)C(=O)OC(C)(C)C)C |r|